C(C(C)(C)C)(=O)N1N=CCC1C=1C=C(C#N)C=CC1 3-(1-pivaloyl-4,5-dihydro-1H-pyrazol-5-yl)benzonitrile